1-[4-(trifluoromethyl)phenyl]methylamine FC(C1=CC=C(C=C1)CN)(F)F